N-((3R,4S)-4-((8-(azetidin-1-yl)-6-(2,6-difluoro-3,5-dimethoxyphenyl)pyrido[3,4-d]pyrimidin-2-yl)amino)tetra-hydrofuran-3-yl)acrylamide N1(CCC1)C1=NC(=CC2=C1N=C(N=C2)N[C@H]2[C@H](COC2)NC(C=C)=O)C2=C(C(=CC(=C2F)OC)OC)F